O1CCN(CC1)C1=NC(=NC(=C1)NC=1SC(=CN1)C=1OC(=NN1)C1=CC=CC=C1)N1C[C@H](CC1)CO (S)-(1-(4-morpholino-6-((5-(5-phenyl-1,3,4-oxadiazol-2-yl)thiazol-2-yl)amino)pyrimidine-2-yl)pyrrolidin-3-yl)methanol